(R)-N-methyl-5-(2-methyl-2,3-dihydroimidazo[2,1-b]oxazol-6-yl)-6-((4-(trifluoromethyl)benzyl)amino)pyridine-3-sulfonamide CNS(=O)(=O)C=1C=NC(=C(C1)C=1N=C2O[C@@H](CN2C1)C)NCC1=CC=C(C=C1)C(F)(F)F